6-[(4-aminobutyl){2-[(tert-butyl)bis(methyl)siloxy]-7-(1-octylnonyl carbonyloxy)heptyl}amino]-5-[(tert-butyl)bis(methyl)siloxy]hexyl undecanoate C(CCCCCCCCCC)(=O)OCCCCC(CN(CC(CCCCCOC(=O)C(CCCCCCCC)CCCCCCCC)O[Si](C)(C)C(C)(C)C)CCCCN)O[Si](C)(C)C(C)(C)C